8-bromochromane-3-carboxylic acid BrC=1C=CC=C2CC(COC12)C(=O)O